butyl (S)-(8-chloro-1-methyl-2-oxo-6-(2-oxoethyl)-1,2,3,4,5,6-hexahydrobenzo[b][1,4]diazocin-3-yl)carbamate ClC1=CC2=C(N(C([C@H](CCN2CC=O)NC(OCCCC)=O)=O)C)C=C1